NC=1C(=NC(=C(N1)F)C1=CC=C(C=C1)N1CCN(CC1)CC)C=1C=C2CCNC(C2=CC1F)=O 6-(3-amino-6-(4-(4-ethylpiperazin-1-yl)phenyl)-5-fluoropyrazin-2-yl)-7-fluoro-3,4-dihydroisoquinolin-1(2H)-one